ClC1=C2C(=NC=C1)NC(=C2)C2CCCC2 4-Chloro-2-cyclopentyl-1H-pyrrolo[2,3-b]pyridine